Cl.NC1CC(C1)(O)C 3-amino-1-methyl-cyclobutanol hydrochloride